CN(C1=CC(=CC=C1)Cl)C N,N-dimethyl-m-chloroaniline